FC(S(=O)(=O)OC=1CCOC(C1)C=1C=NN2C1C=CC=C2)(F)F (6-pyrazolo[1,5-a]pyridin-3-yl-3,6-dihydro-2H-pyran-4-yl) trifluoromethanesulfonate